C=CC([O-])C methylenedimethyl-methoxide